(R)-5-chloro-4-((1-(2,5-difluorophenyl)-2,2-difluoroethyl)amino)-2-fluoro-N-(thiazol-4-yl)benzenesulfonamide ClC=1C(=CC(=C(C1)S(=O)(=O)NC=1N=CSC1)F)N[C@@H](C(F)F)C1=C(C=CC(=C1)F)F